CC(CC(C)O)(C)OOC(CC(C)O)(C)C 1,1-dimethyl-3-hydroxybutyl peroxide